[OH-].C(C(=C)C)(=O)NCCC[N+](CCCS(=O)(=O)O)(C)C [3-(Methacryloylamino)propyl]dimethyl-(3-sulfopropyl)ammonium hydroxide